(1R,2S,5S)-3-((S)-2-acetamido-3,3-dimethylbutyryl)-N-((1S)-1-cyano-2-(2-carbonylindolin-3-yl)ethyl)-6,6-dimethyl-3-azabicyclo[3.1.0]hexane-2-carboxamide C(C)(=O)N[C@H](C(=O)N1[C@@H]([C@H]2C([C@H]2C1)(C)C)C(=O)N[C@@H](CC1C(NC2=CC=CC=C12)=C=O)C#N)C(C)(C)C